C(C1=CC=CC=C1)C1=C2N(C=C(N1)C1=CC(=CC=C1)OC)C(C(=N2)CC=2OC=CC2)=O 8-benzyl-2-(furan-2-ylmethyl)-6-(3-methoxyphenyl)imidazo[1,2-a]pyrazin-3(7H)-one